tert-butyl (3S,4S)-3-fluoro-4-(3-methyl-2-oxo-1H-benzimidazol-4-yl)piperidine-1-carboxylate F[C@@H]1CN(CC[C@H]1C1=CC=CC=2NC(N(C21)C)=O)C(=O)OC(C)(C)C